C1=CNC(=O)N2C1=NC=C2 ethenocytosine